3-[(6-Bromo-1-methylindazol-3-yl)amino]propanoic acid BrC1=CC=C2C(=NN(C2=C1)C)NCCC(=O)O